C(C)OC(=O)C=1OC2=C(C1)C=C(C=C2)C2=CN=C1N2N=C(C=C1)Cl 5-(6-Chloroimidazo[1,2-b]pyridazin-3-yl)benzofuran-2-carboxylic acid ethyl ester